C(C)[N+](CC)(CC)CC N,N,N-triethylethan-1-ylammonium